1-beta-hydroxyethoxy-2,4-diamino-benzene dihydrochloride Cl.Cl.OCCOC1=C(C=C(C=C1)N)N